C(N)(=N)C=1C=C(SC1)CNC(=O)[C@H]1N(C[C@@H](C1)C1=CC=C(C=C1)F)C(CNC(CCCOC1=CC=CC=C1)=O)=O (2S,4S)-N-((4-carbamimidoylthiophen-2-yl)methyl)-4-(4-fluorophenyl)-1-((4-phenoxybutanoyl)glycyl)pyrrolidine-2-carboxamide